C(C)(=O)N([C@H](C(=O)N(CC=1SC=CC1)CC=1SC=CC1)CCCC)C (2S)-2-[acetyl-(methyl)amino]-N,N-bis(2-thienylmethyl)hexanamide